CCCCCCCOC(=O)C1=CC=C(C=C1)O heptyl p-hydroxy benzoate